benzimidazole magnesium salt trihydrate O.O.O.[Mg].N1=CNC2=C1C=CC=C2